(4-chlorophenyl)-3-(1-hydroxy-3-methylbutan-2-yl)-8-(pyridin-3-yl)pyrido[3,4-d]pyrimidin-4(3H)-one ClC1=CC=C(C=C1)C=1N(C(C2=C(N1)C(=NC=C2)C=2C=NC=CC2)=O)C(CO)C(C)C